(±)-tert-butyl N-[6-[5-(tert-butoxycarbonylamino)-4-ethyl-3-pyridyl]-3-[[cis-2-fluorocyclopropanecarbonyl] amino]-8-isoquinolyl]carbamate C(C)(C)(C)OC(=O)NC=1C(=C(C=NC1)C=1C=C2C=C(N=CC2=C(C1)NC(OC(C)(C)C)=O)NC(=O)[C@H]1[C@H](C1)F)CC |r|